[Na+].P([O-])([O-])=O.P([O-])([O-])=O.[Na+].[Na+].[Na+] bisphosphonate sodium